dineopentyl 2-isopropylmalonate C(C)(C)C(C(=O)OCC(C)(C)C)C(=O)OCC(C)(C)C